5-Fluoro-3-(3-{4-[(2S)-2-(methanesulfonylmethyl)pyrrolidine-1-carbonyl]phenyl}-1,2-oxazol-5-yl)-6-(2-methoxyethoxy)-1H-indazole FC=1C=C2C(=NNC2=CC1OCCOC)C1=CC(=NO1)C1=CC=C(C=C1)C(=O)N1[C@@H](CCC1)CS(=O)(=O)C